(methylsulfonyl)-2-nitro-1-(nitromethyl)benzene CS(=O)(=O)C=1C(=C(C=CC1)C[N+](=O)[O-])[N+](=O)[O-]